N-(5-((6-((R)-3-(3-chloro-4-fluorophenyl)isoxazolidine-2-yl)pyrimidine-4-yl)amino)-4-methoxy-2-morpholinophenyl)acrylamide ClC=1C=C(C=CC1F)[C@@H]1N(OCC1)C1=CC(=NC=N1)NC=1C(=CC(=C(C1)NC(C=C)=O)N1CCOCC1)OC